dimethoxyoctenylsilane COC(CCCCCC=C[SiH3])OC